FC1=CC(=CC2=C1N=C(N2CCOC)CC2=C(C(=C(C=C2F)C2=NC(=CC=C2)O)F)F)C(=O)OCC Ethyl 7-fluoro-3-(2-methoxyethyl)-2-[[2,3,6-trifluoro-4-(6-hydroxy-2-pyridyl)phenyl]methyl]benzimidazole-5-carboxylate